2-amino-7-butyl-9-((2R,3R,5S)-3-hydroxy-5-((S)-1-hydroxypropyl)tetrahydrofuran-2-yl)-6-methoxy-7,9-dihydro-8H-purin-8-one NC1=NC(=C2N(C(N(C2=N1)[C@@H]1O[C@@H](C[C@H]1O)[C@H](CC)O)=O)CCCC)OC